Cl.C(C)(C)SC=1C(=NC=CC1)CN (3-(isopropylthio)pyridin-2-yl)methylamine hydrochloride